NC1=C2C(=NC=N1)N(N=C2C2=CC=C(C=C2)OC2=CC=CC=C2)[C@H]2CN(CCC2)C(C=C)=O 1-[3(R)-[4-amino-3-(4-phenoxyphenyl)-1H-pyrazolo[3,4-d]pyrimidin-1-yl]-1-piperidinyl]-2-propen-1-one